3-(benzyloxy)-1-(but-3-en-2-yl-(tert-butoxycarbonyl)amino)-4-oxo-5-((2,4-difluorobenzyl)carbamoyl)-1,4-dihydropyridine-2-carboxylic acid methyl ester COC(=O)C=1N(C=C(C(C1OCC1=CC=CC=C1)=O)C(NCC1=C(C=C(C=C1)F)F)=O)N(C(=O)OC(C)(C)C)C(C)C=C